6-[5-fluoro-6-[1-(trifluoromethyl)cyclobutoxy]-3-pyridinyl]-[1,2,4]triazolo[4,3-a]pyrazine FC=1C=C(C=NC1OC1(CCC1)C(F)(F)F)C=1N=CC=2N(C1)C=NN2